C1(=CC=CC=C1)N1C2=CC=CC=C2C=2C=CC(=CC12)B(O)O 9-phenylcarbazole-2-boronic acid